O[C@@H]1[C@]2(CC(C(F)(F)F)(F)F)[C@@H](CC1)[C@@H]1CCC3=CC(CCC3=C1[C@H](C2)C2=CC=C(C=C2)S(=O)(=O)C)=O (11β,17β)-17-Hydroxy-11-[4-(methylsulphonyl)phenyl](pentafluoroethyl)-estra-4,9-dien-3-one